1,3-dibromo-7-methyl-5,6,7,8-tetrahydroimidazo[1,5-a]Pyridine BrC=1N=C(N2C1CC(CC2)C)Br